7-(6-oxa-3-azabicyclo[3.1.1]heptan-3-yl)-5-(((R)-1-(dimethylamino)propan-2-yl)oxy)-N-(5-fluoroquinolin-6-yl)quinazolin-4-amine C12CN(CC(O1)C2)C2=CC(=C1C(=NC=NC1=C2)NC=2C(=C1C=CC=NC1=CC2)F)O[C@@H](CN(C)C)C